C1(CC1)SC=1C=C(C=CC1)O 3-(cyclopropylthio)phenol